1-(2-(difluoromethoxy)-4-(trifluoromethyl)phenyl)-4-(methylthio)imidazo[1,5-d][1,2,4]triazine FC(OC1=C(C=CC(=C1)C(F)(F)F)C=1C=2N(C(=NN1)SC)C=NC2)F